2-n-nonyl-2-oxazolin C(CCCCCCCC)C=1OCCN1